[Ag].[Al].[Ag] silver aluminum-silver